(S)-(4-(difluoromethyl)-2-(2-hydroxypropan-2-yl)oxazol-5-yl)(4-(7-(trifluoromethyl)pyrazolo[1,5-a]pyridin-2-yl)-6,7-dihydro-1H-imidazo[4,5-c]pyridin-5(4H)-yl)methanone FC(C=1N=C(OC1C(=O)N1[C@@H](C2=C(CC1)NC=N2)C2=NN1C(C=CC=C1C(F)(F)F)=C2)C(C)(C)O)F